FC(CN1CC2(CCN2C=O)C1)F (6-(2,2-difluoroethyl)-1,6-diazaspiro[3.3]hept-1-yl)methanone